CC1(OC=CCC1)C 2,2-dimethyldihydropyrane